Cl.FC=1C=C(C=CC1)[C@H](CNC(C[C@@H]1CCC(NC1)=O)(C)C)O (S)-5-(2-(((R)-2-(3-Fluorophenyl)-2-hydroxyethyl)amino)-2-methyl-propyl)piperidin-2-one hydrochloride